FC(C(=O)O)(F)F.ClC=1C=C2C(=CN=C(C2=CN1)N1CCC12CNC2)C(C)C 6-chloro-4-isopropyl-1-(1,6-diazaspiro[3.3]hept-1-yl)-2,7-naphthyridine trifluoroacetate